C1(CCCC1)C=1C2=C(N=C(N1)NC1=NC=C(C=C1)N1CCNCC1)NC(=C2)C(=O)NC2=C(C=CC=C2)OC cyclopentyl-N-(2-methoxyphenyl)-2-((5-(piperazin-1-yl)pyridin-2-yl)amino)-7H-pyrrolo[2,3-d]pyrimidine-6-carboxamide